BrCCCCCCCCCC(CCCCCCCCC)O[Si](C)(C)C(C)(C)C ((1-bromononadec-10-yl)oxy)(tert-butyl)dimethylsilane